FC1=CC=C(C=C1)C1=C(C(=C(N1CC[C@H]1OC(C[C@@H](C1)O)=O)C(C)C)C(=O)NC1=CC=CC=C1)C1=CC=CC=C1 (2R-trans)-5-(4-fluorophenyl)-2-(1-methylethyl)-N,4-diphenyl-1-[2-(tetrahydro-4-hydroxy-6-oxo-2H-pyran-2-yl)ethyl]-1H-pyrrole-3-carboxamide